C(C1=CC=CC=C1)N1C(NC2=NC=C(C=C21)C=2C(=NOC2C)C)=O 1-benzyl-6-(3,5-dimethylisoxazol-4-yl)-1H-imidazo[4,5-b]pyridin-2(3H)-one